magnesium β-ketopentanoate salt O=C(CC(=O)[O-])CC.[Mg+2].O=C(CC(=O)[O-])CC